OC=1C=C(C=C(C1O)OC)C1=NC2=C(N1)C=CC(=C2)N2CCN(CC2)C(C)=O 1-(4-(2-(3,4-dihydroxy-5-methoxyphenyl)-1H-benzo[d]imidazol-5-yl)piperazin-1-yl)ethanone